FC(CO)(F)C=1C(=C(C=CC1)[C@@H](C)NC(=O)C1=NN(C(C=C1)=O)C1=C(C=C(C=C1)OC)F)F N-[(1R)-1-[3-(1,1-difluoro-2-hydroxy-ethyl)-2-fluoro-phenyl]ethyl]-1-(2-fluoro-4-methoxy-phenyl)-6-oxo-pyridazine-3-carboxamide